C(C1=CC=CC=C1)OC1CC(C1)N1N=NC(=C1C)C(=O)O 1-(3-Benzyloxycyclobutyl)-5-methyl-triazole-4-carboxylic acid